1-(pyridin-2-ylmethyl)-3-((4-butylphenyl)ethynyl)-4-(4-(trifluoromethyl)phenyl)-1H-pyrrole-2,5-dione N1=C(C=CC=C1)CN1C(C(=C(C1=O)C1=CC=C(C=C1)C(F)(F)F)C#CC1=CC=C(C=C1)CCCC)=O